C(CCC)OC(C1=C(C(=O)O)C(C(=O)O)=C(C(=O)O)C(C(=O)O)=C1C(=O)O)=O mellitic acid butyl ester